FC1(CC(CC1)(C(=O)N1[C@@H](C[C@H](C1)F)C(=O)O)C(F)(F)F)F (2S,4R)-1-[3,3-difluoro-1-(trifluoromethyl)cyclopentanecarbonyl]-4-fluoropyrrolidine-2-carboxylic acid